7-chloro-1-(4-cyclopropyl-1,3-thiazol-2-yl)-5-methyl-4-oxo-1,4-dihydro-1,8-naphthyridine-3-carboxylic acid ClC1=CC(=C2C(C(=CN(C2=N1)C=1SC=C(N1)C1CC1)C(=O)O)=O)C